NC=1C2=C(N=CN1)N(C=C2)[C@@H]2O[C@@H]([C@H]([C@H]2O)O)CSCC=2C(=NC=CC2C2=CC=CC=C2)C (2R,3R,4S,5S)-2-(4-Amino-7H-pyrrolo[2,3-d]pyrimidin-7-yl)-5-((((2-methyl-4-phenylpyridin-3-yl)methyl)thio)methyl)tetrahydrofuran-3,4-diol